7-benzyl-8-(1-fluoro-4-(trifluoromethyl)cyclohexyl)-1-(3-hydroxypropyl)-3-methyl-3,7-dihydro-1H-purine-2,6-dione C(C1=CC=CC=C1)N1C(=NC=2N(C(N(C(C12)=O)CCCO)=O)C)C1(CCC(CC1)C(F)(F)F)F